C(#N)C1=CC=CC(=N1)C1=NC(=CC=C1)C#N 6,6'-dicyano-2,2'-bipyridine